COC1=NC=CC(=C1)N1N=CC(=C1)N (2-methoxypyridin-4-yl)-1H-pyrazol-4-amine